acryloxy-2-hydroxypropyloxy sulfobenzoate S(=O)(=O)(O)C1=C(C(=O)OOCC(COC(C=C)=O)O)C=CC=C1